N-(5-((3-cyanopropyl)thio)-1,3,4-thiadiazol-2-yl)-2-(trifluoromethyl)benzamide C(#N)CCCSC1=NN=C(S1)NC(C1=C(C=CC=C1)C(F)(F)F)=O